3-[6-[4-(3,9-diazaspiro[5.5]undecan-3-ylmethyl)-1-piperidyl]-1,5-dimethyl-indazol-3-yl]piperidine-2,6-dione C1CN(CCC12CCNCC2)CC2CCN(CC2)C2=C(C=C1C(=NN(C1=C2)C)C2C(NC(CC2)=O)=O)C